O[C@@]1(COCC[C@H]1NC(O)=O)C [(3S,4R)-3-hydroxy-3-methyloxan-4-yl]carbamic acid